ClC1=NC=C2NC(N(C2=N1)CC=1C=NC(=CC1)N1N=C(C=C1)C(F)(F)F)=O 2-chloro-9-([6-[3-(trifluoromethyl)pyrazol-1-yl]pyridin-3-yl]methyl)-7H-purin-8-one